C(C)(C)C1=CC(=NN1)C(=O)N1CC2(C1)CNC2 (5-isopropyl-1H-pyrazol-3-yl)(2,6-diazaspiro[3.3]heptan-2-yl)methanone